(5S)-5-phenyl-2-(1,2-thiazol-4-yl)-2,5,6,7-tetrahydro-3H-pyrrolo[2,1-c][1,2,4]triazol-3-one C1(=CC=CC=C1)[C@@H]1CCC2=NN(C(N21)=O)C=2C=NSC2